C1(=CC=CC2=CC=CC=C12)C=1C(=C(C(=C(C1)C1=C(C=C(C=C1)NC1=CC=CC=C1)C)C)C1=CC=CC2=CC=CC=C12)NC1=CC=CC=C1 di(1-naphthyl)-N,N'-diphenyl-2,2'-dimethyl-(1,1'-biphenyl)-4,4'-diamine